N1C(CNCC1)=O 2-piperazinon